(7-((4-cyclopropyl-3-(trifluoromethyl)-1H-pyrrolo[2,3-b]pyridin-6-yl)amino)-2,3-dihydrobenzofuran-4-yl)(4-morpholinopiperidin-1-yl)methanone C1(CC1)C1=C2C(=NC(=C1)NC1=CC=C(C=3CCOC31)C(=O)N3CCC(CC3)N3CCOCC3)NC=C2C(F)(F)F